(2S,3R,4R,5S)-3,4,5-tris(benzyloxy)-2-((benzyloxy)methyl)-1-(3-chloro-2-fluorophenethyl)piperidine C(C1=CC=CC=C1)O[C@@H]1[C@@H](N(C[C@@H]([C@H]1OCC1=CC=CC=C1)OCC1=CC=CC=C1)CCC1=C(C(=CC=C1)Cl)F)COCC1=CC=CC=C1